(ethoxycarbonyl)maleimide C(C)OC(=O)C=1C(=O)NC(C1)=O